1,1-dimethoxy-2-methyl-2-hydroxy-3-butene COC(C(C=C)(O)C)OC